6-((4'-cyano-[1,1'-biphenyl]-4-yl)oxy)hexyl acrylate C(C=C)(=O)OCCCCCCOC1=CC=C(C=C1)C1=CC=C(C=C1)C#N